ClC1=C2C=C(NC2=CC=C1)C(=O)N1CCN(CC1)C(=O)C1CCC1 (4-chloro-1H-indol-2-yl)(4-(cyclobutanecarbonyl)piperazin-1-yl)methanone